2-[(prop-2-en-1-yl)amino]-1,3-thiazole-4-carboxylic acid potassium [K].C(C=C)NC=1SC=C(N1)C(=O)O